4-amino-1,5-dimethyl-2-phenyl-1H-pyrazol-3(2H)-one hydrochloride Cl.NC=1C(N(N(C1C)C)C1=CC=CC=C1)=O